OC1=C(C(=O)O)C=C(C=C1)NCCC1=CC=C(C=C1)C(F)(F)F 2-hydroxy-5-[2-(4-trifluoromethyl-phenyl)-ethylamino]-benzoic acid